C1(CCCC1)NC=1C2=C(N=C(N1)C(=O)C1=CC=C(C=C1)F)CCCN2 [4-(cyclopentylamino)-5,6,7,8-tetrahydropyrido[3,2-d]pyrimidin-2-yl]-(4-fluorophenyl)methanone